FC=1C(=C(C=C(C1)C)O)C=1C=2N(C(=NN1)N[C@H]1CN(CCC1)CC(F)(F)F)C=CC2 3-fluoro-5-methyl-2-(4-{[(3R)-1-(2,2,2-trifluoroethyl)piperidin-3-yl]amino}pyrrolo[1,2-d][1,2,4]triazin-1-yl)phenol